2-((5-(2-fluorobenzyl)-4-methylthiazol-2-yl)amino)-2-oxoethyl dimethylsulfamate CN(S(OCC(=O)NC=1SC(=C(N1)C)CC1=C(C=CC=C1)F)(=O)=O)C